C(C)(C)(C)OC(=O)N1CC(C1)OC1=C(C=C(C=C1)C(=O)OC)[N+](=O)[O-].FC1=C(C=C(C=C1)C(CS(=O)(=O)N(CC1=CC=C(C=C1)OC)CC1=CC=C(C=C1)OC)(C)O)C=1N=NNN1 2-(4-fluoro-3-(2H-tetrazol-5-yl)phenyl)-2-hydroxy-N,N-bis(4-methoxybenzyl)propane-1-sulfonamide tert-butyl-3-(4-(methoxycarbonyl)-2-nitrophenoxy)azetidine-1-carboxylate